ClC1=C(C=C(C(=C1F)S(N(C1=NC(=CC=C1)F)CC1=C(C=C(C=C1)OC)OC)(=O)=O)F)N1CC2(C(CC2)NC(OC(C)(C)C)=O)CC1 tert-butyl N-[6-[2-chloro-4-[(2,4-dimethoxyphenyl)methyl-(6-fluoro-2-pyridyl)sulfamoyl]-3,5-difluoro-phenyl]-6-azaspiro[3.4]octan-3-yl]carbamate